COC(CCC(=O)C=1SC=C(C1)C1=CC=CC=C1)=O 4-(4-phenylthiophene-2-yl)-4-oxobutyric acid methyl ester